3-Chloro-4-((3R)-1-(((2S)-1-((4-(cyclopropylamino)-3,4-dioxo-1-((S)-2-oxopyrrolidin-3-yl)butan-2-yl)amino)-4,4-dimethyl-1-oxopentan-2-yl)amino)-1-oxopentan-3-yl)phenylmethansulfonat ClC=1C=C(C=CC1[C@@H](CC(=O)N[C@H](C(=O)NC(C[C@H]1C(NCC1)=O)C(C(=O)NC1CC1)=O)CC(C)(C)C)CC)CS(=O)(=O)[O-]